N=1C=CN2C1C=CC(=C2)CN2N=NC=1C2=NC(=CN1)C=1C=C(C=CC1)P(C)(C)=O (3-(1-(Imidazo[1,2-a]pyridin-6-ylmethyl)-1H-[1,2,3]triazolo[4,5-b]pyrazin-6-yl)phenyl)-dimethylphosphine Oxide